CC1=CC(=NC=C1C1=CC=C(C=C1)N1C(CCC1)=O)NC1=CC2=C(OC[C@H]3N2C(CC3)=O)N=C1 (S)-2-((4-methyl-5-(4-(2-oxopyrrolidin-1-yl)phenyl)pyridin-2-yl)amino)-6,6a,7,8-tetrahydro-9H-pyrido[2,3-b]pyrrolo[1,2-d][1,4]oxazin-9-one